5-(Benzyloxy)-4-(4-hydroxyisoindoline-2-carbonyl)-1,3-phenylene bis(4-methylbenzenesulfonate) CC1=CC=C(C=C1)S(=O)(=O)OC1=CC(=C(C(=C1)OCC1=CC=CC=C1)C(=O)N1CC2=CC=CC(=C2C1)O)OS(=O)(=O)C1=CC=C(C=C1)C